CC1=CC=C(N1)C=O 5-METHYL-1H-PYRROLE-2-CARBALDEHYDE